C[C@@]12CCC=3N=C(SC3C2=CC[C@H]2[C@H]3[C@](CC[C@H]12)([C@H](CC3)O)C)NC3=CC=CC=C3 (5aR,5bS,7aS,8S,10aS,10bR)-5a,7a-dimethyl-2-(phenylamino)-5,5a,5b,6,7,7a,8,9,10,10a,10b,11-dodecahydro-4H-cyclopenta[7,8]phenanthro[2,1-d]thiazol-8-ol